C(C)(C)N(P(N(C(C)C)C(C)C)OCC1=C(C=CC=C1)COC)C(C)C N,N,N',N'-tetraisopropyl-1-((2-(methoxymethyl)benzyl)oxy)phosphanediamine